CC=1C=C(C=CC1S(=O)(=O)C)C1=NC=CC2=C1C(=NN2)C2=CSC=C2 4-(3-methyl-4-(methylsulfonyl)phenyl)-3-(thiophen-3-yl)-1H-pyrazolo[4,3-c]pyridine